FC1=C(C=CC=C1)C1=C(C(=NC=C1)C1CCC(CC1)OC)NC(=O)C=1C=NC(=NC1)C(C)C N-(4-(2-fluorophenyl)-2-((1s,4s)-4-methoxycyclohexyl)pyridin-3-yl)-2-isopropylpyrimidine-5-carboxamide